7-hydroxy-3,4-dihydro-2H-isoquinolin-1-one OC1=CC=C2CCNC(C2=C1)=O